OC1=CC=C(C=C1)CCC(=O)NC1=CC=C(C=C1)C=C 3-(4-hydroxyphenyl)-N-(4-vinylphenyl)propionamide